Cl.N1CC(C1)NC1=CC(=C(C(=O)N(CC)CC)C=C1)Cl 4-(azetidin-3-ylamino)-2-chloro-N,N-diethylbenzamide hydrochloride